BrC=1C=C2C3=C(N(CN=C3C1)Cl)N(CCO2)CC2=CN=CN2C(C2=CC=CC=C2)(C2=CC=CC=C2)C2=CC=CC=C2 9-bromo-3-chloro-4-((1-trityl-1H-imidazol-5-yl)methyl)-5,6-dihydro-4H-[1,4]oxazepino[5,6,7-de]quinazoline